BrC1=CC=C(C=C1)CC(C)(C)NC([C@H](CCC(=O)OC(C)(C)C)NC(=O)OC(C)(C)C)=O tert-butyl (S)-5-((1-(4-bromophenyl)-2-methylpropan-2-yl)amino)-4-((tert-butoxycarbonyl)amino)-5-oxopentanoate